CC1=C(C(=C(C(=C1[N+](=O)[O-])C)C)[N+](=O)[O-])C dinitrodurene